ethyl 2-(5-((14-(benzyloxy)tetradecyl)(tert-butoxycarbonyl)amino)-2-oxopyridin-1(2H)-yl)acetate C(C1=CC=CC=C1)OCCCCCCCCCCCCCCN(C=1C=CC(N(C1)CC(=O)OCC)=O)C(=O)OC(C)(C)C